formic acid, anhydride C(=O)OC=O